OCCCCCNC(COC=1C=C2CCCN(C2=CC1)C(COC)=O)=O N-(5-hydroxypentyl)-2-[[1-(2-methoxyacetyl)-3,4-dihydro-2H-quinolin-6-yl]oxy]acetamide